(1S,7S,8S)-2-(7-bromo-6-chloro-8-fluoro-2-(((2R,7aS)-2-fluorotetrahydro-1H-pyrrolizin-7a(5H)yl)methoxy-d2)quinazolin-4-yl)-8-fluoro-5-oxa-2-azabicyclo[5.1.0]octane BrC1=C(C=C2C(=NC(=NC2=C1F)OC([2H])([2H])[C@]12CCCN2C[C@@H](C1)F)N1[C@@H]2[C@H]([C@@H]2COCC1)F)Cl